[(3S)-1-methyl-5-oxo-pyrrolidin-3-yl]4-pyrazolo[1,5-a]pyrimidin-5-ylpiperazine-1-carboxylate CN1C[C@H](CC1=O)OC(=O)N1CCN(CC1)C1=NC=2N(C=C1)N=CC2